COC(=O)C1C(OCC1)NC(CC(=O)OC)=O (3-methoxy-3-oxopropanamido)tetrahydrofuran-3-carboxylic acid methyl ester